6-bromo-N3-(tetrahydro-2H-pyran-4-yl)pyridine-3,4-diamine BrC1=CC(=C(C=N1)NC1CCOCC1)N